C(#N)C1(CC1)C(=O)NC=1C=CC(=NC1)C=1N=NN(C1NC(O[C@H](C)C=1C(=NC=CC1)Cl)=O)C (R)-1-(2-chloropyridin-3-yl)ethyl (4-(5-(1-cyanocyclopropane-1-carboxamido)pyridin-2-yl)-1-methyl-1H-1,2,3-triazol-5-yl)carbamate